Methyl 4-(2-(4-(((tert-butoxycarbonyl)(2-phenylcyclopropyl)amino)methyl)piperidin-1-yl)-2-oxoethyl)benzoate C(C)(C)(C)OC(=O)N(C1C(C1)C1=CC=CC=C1)CC1CCN(CC1)C(CC1=CC=C(C(=O)OC)C=C1)=O